C1=CC=CC=2C3=CC=CC=C3C(=CC12)C1=CC=C(C=C1)N(C1=CC=CC=C1)C1=CC=C(C=C1)C=1C2=CC=CC=C2C=2C=CC=CC2C1 4-(9-phenanthryl)phenyl-N-[4-(9-phenanthryl)phenyl]aniline